Trimethylene Glycol Monobenzyl Ether C(C1=CC=CC=C1)OCCCO